C(C)(C)C=1N=C2SC3=C(C=NC(=C3)C(=O)N)N2C1 isopropylimidazo[2',1':2,3]thiazolo[4,5-c]pyridine-7-carboxamide